N-propyloctane-1,8-diamine C(CC)NCCCCCCCCN